FC1=C(CNC(=O)C=2CC=C3N(N4CC5=C(CN(C3)C4)C=CC=C5)C2)C(=CC(=C1)F)F N-(2,4,6-trifluorobenzyl)-2,7,12,14-tetrahydro-6,13-methanobenzo[g]pyrido[1,2-b][1,2,5]triazonine-3-carboxamide